N-[(1S)-1-(dicyclopropylmethyl)-2-[[5-[5-ethyl-3-methyl-1-(2-trimethylsilylethoxymethyl)pyrazol-4-yl]-6-fluoro-2-pyridyl]amino]-2-oxo-ethyl]-3-ethyl-isoxazole-4-carboxamide C1(CC1)C([C@@H](C(=O)NC1=NC(=C(C=C1)C=1C(=NN(C1CC)COCC[Si](C)(C)C)C)F)NC(=O)C=1C(=NOC1)CC)C1CC1